C(C1=CC(O)=C(O)C(O)=C1)(=O)[O-].[Ga+3].C(C1=CC(O)=C(O)C(O)=C1)(=O)[O-].C(C1=CC(O)=C(O)C(O)=C1)(=O)[O-] gallium gallate